C(C)(C)(C)N(C(O)=O)[C@@H]1C[C@@H](CCC1)N1C(=NC=2C=NC(=CC21)C(NO)=N)CC(C)C.BrC=2C(=NN(C2)C=2C=CC(=C(C2)NC(C=C)=O)F)C N-(5-(4-bromo-3-methyl-1H-pyrazol-1-yl)-2-fluorophenyl)acrylamide tert-butyl-((1S,3R)-3-(6-(N-hydroxycarbamimidoyl)-2-isobutyl-1H-imidazo[4,5-c]pyridin-1-yl)cyclohexyl)carbamate